7-bromo-3-ethyl-8-fluoro-3,4-dihydroquinolin BrC1=CC=C2CC(C=NC2=C1F)CC